ethyl 3-(4-bromophenyl)-1-(3-((tert-butyldiphenylsilyl)oxy)cyclohexanyl)-4-iodo-1H-pyrazole-5-carboxylate BrC1=CC=C(C=C1)C1=NN(C(=C1I)C(=O)OCC)C1CC(CCC1)O[Si](C1=CC=CC=C1)(C1=CC=CC=C1)C(C)(C)C